2',4',6'-triisoPropyl-biphenyl C(C)(C)C1=C(C(=CC(=C1)C(C)C)C(C)C)C1=CC=CC=C1